CC1=CNC2=NC=C(C=C21)C2=CC(=C1CCN(CC1=C2)C2CCOCC2)[C@H]2NCCC2 (S)-7-(3-methyl-1H-pyrrolo[2,3-b]pyridin-5-yl)-5-(pyrrolidin-2-yl)-2-(tetrahydro-2H-pyran-4-yl)-1,2,3,4-tetrahydroisoquinoline